S(#CCCCCC)=O 1λ6-thiaheptyne 1-oxide